CC1=C(C(=CC=C1)C)NCCNCC(COC1=CC=CC=C1)O ((2-((2,6-dimethylphenyl)amino)ethyl)amino)-3-phenoxypropan-2-ol